FC=1C=C2C(=NC1)CN(C2)C(=O)NC2=CC=C(C=C2)C21CCC(CC2)(CC1)C(NCC(C)(NS(=O)(=O)C)C)=O 3-fluoro-N-(4-(4-((2-methyl-2-(methylsulfonamido)propyl)carbamoyl)bicyclo[2.2.2]octan-1-yl)phenyl)-5,7-dihydro-6H-pyrrolo[3,4-b]pyridine-6-carboxamide